CC1=CC=C(C(=N1)C(=O)N1[C@@H]2[C@@H](C[C@H](C1)CC2)OC2=NC=C(N=C2)C(F)(F)F)N2N=CC=N2 (6-methyl-3-(2H-1,2,3-triazol-2-yl)pyridin-2-yl)((1S,4R,6R)-6-((5-(trifluoromethyl)pyrazin-2-yl)oxy)-2-azabicyclo[2.2.2]octan-2-yl)methanone